ClC1=CC(N(C=N1)C)=O 6-chloro-3-methyl-pyrimidin-4(3H)-one